(pyridin-3-ylamino)-2H-pyran-6-carboxamide N1=CC(=CC=C1)NC1OC(=CC=C1)C(=O)N